2-[(4-methoxyphenyl)methyl]-4-(trifluoromethyl)-2H,3H-1,2-diazin-3-one COC1=CC=C(C=C1)CN1N=CC=C(C1=O)C(F)(F)F